CN1CCC2=CC=CC=C12 1-methyl-2,3-dihydroindol